(R)-4-(1-(3-amino-5-(trifluoromethyl)phenyl)ethylamino)-7-(isoindolin-2-yl)-N,N,2-trimethylpyrido[2,3-d]pyrimidine-6-carboxamide NC=1C=C(C=C(C1)C(F)(F)F)[C@@H](C)NC=1C2=C(N=C(N1)C)N=C(C(=C2)C(=O)N(C)C)N2CC1=CC=CC=C1C2